C(CCCCCCC)S(=O)(=O)[O-] octanesulphonate